FC=1C=CC(=NC1O)C1=NN=C(S1)CN1C2(CC2)C(N(C1=O)C(C)C)=O 4-((5-(5-fluoro-6-hydroxypyridin-2-yl)-1,3,4-thiadiazol-2-yl)methyl)-6-isopropyl-4,6-diazaspiro[2.4]heptane-5,7-dione